COC(=O)C1(CC(=NO1)C1=C(C=C(C(=C1)N1C(N(C(N(C1=O)C)=S)C)=O)F)Cl)C(F)(F)F 3-[2-chloro-5-(3,5-dimethyl-2,6-dioxo-4-thioxo-1,3,5-triazin-1-yl)-4-fluoro-phenyl]-5-trifluoromethyl-4H-isoxazole-5-carboxylic acid methyl ester